(1-(2-Cyanoacetyl)-5-(furan-2-yl)-1H-pyrazole-3-carbonyl)-N-(3-(trifluoromethyl)phenyl)piperazine-1-carboxamide C(#N)CC(=O)N1N=C(C=C1C=1OC=CC1)C(=O)C1N(CCNC1)C(=O)NC1=CC(=CC=C1)C(F)(F)F